C(C)(C)(C)OC(=O)N1CCC2(CN=C(OC2)N2[C@H](C3=CC=CC=C3CC2)C2=CC=C(C=C2)F)CC1.[N+](=O)([O-])C1=C(C=CC(=C1)[N+](=O)[O-])C1=CC=CC2=CC=CC=C12 1-(2,4-dinitrophenyl)naphthalene tert-butyl-(S)-3-(1-(4-fluorophenyl)-3,4-dihydroisoquinolin-2(1H)-yl)-2-oxa-4,9-diazaspiro[5.5]undec-3-ene-9-carboxylate